BrC1=CC(=CC=C1)C(F)(F)F 1-bromo-3-trifluoromethylbenzene